C(C(C)C)NP(N)(N)=S N-isobutyl-thiophosphoric triamide